3-({[(4S)-7-phenoxy-3,4-dihydro-2H-1-benzopyran-4-yl]methyl}amino)pyridine-4-carboxylic acid O(C1=CC=CC=C1)C1=CC2=C([C@H](CCO2)CNC=2C=NC=CC2C(=O)O)C=C1